dysprosium gondoate C(CCCCCCCCC\C=C/CCCCCCCC)(=O)[O-].[Dy+3].C(CCCCCCCCC\C=C/CCCCCCCC)(=O)[O-].C(CCCCCCCCC\C=C/CCCCCCCC)(=O)[O-]